FC1=CC=C(C=C1)N1N=CC2=CC(=C(C=C12)C)C1(CN(CC1)S(=O)(=O)C=1C=NN(C1)C)CC#CC1=CC=CC=C1 1-(4-fluorophenyl)-6-methyl-5-(1-((1-methyl-1H-pyrazol-4-yl)sulfonyl)-3-(3-phenylpropan-2-yn-1-yl)pyrrolidin-3-yl)-1H-indazole